N-(2-((1r,4r)-4-formylcyclohexyl)-6-methoxy-2H-indazol-5-yl)-4-(trifluoromethyl)pyrimidine-5-carboxamide C(=O)C1CCC(CC1)N1N=C2C=C(C(=CC2=C1)NC(=O)C=1C(=NC=NC1)C(F)(F)F)OC